ClC=1C2=C(N=CN1)C(=CS2)N2C[C@H](CC2)COC2=NC(=NC=C2C#N)C2CC2 (S)-4-((1-(4-chlorothieno[3,2-d]pyrimidin-7-yl)pyrrolidin-3-yl)methoxy)-2-cyclopropylpyrimidine-5-carbonitrile